C(C)C1COC=2C(O1)=CSC2 2-ethyl-2,3-dihydrothieno[3,4-b][1,4]dioxin